ClC=1N=NC(=CC1C(C)(C)O)C(F)(F)F 2-(3-chloro-6-(trifluoromethyl)pyridazin-4-yl)propan-2-ol